2-((3-chloro-1H-1,2,4-triazol-1-yl)methyl)pyridine ClC1=NN(C=N1)CC1=NC=CC=C1